Methyl 2-chloro-3-(4-chloro-2-(5-fluoropyridin-2-yl)-1H-imidazol-5-yl)benzoate ClC1=C(C(=O)OC)C=CC=C1C1=C(N=C(N1)C1=NC=C(C=C1)F)Cl